tert-butyl ((2,2-difluoro-7,9-dihydro-6H-[1,3]dioxolo[4,5-h]isochromen-9-yl)methyl)(methyl)carbamate FC1(OC2=C(C=CC=3CCOC(C23)CN(C(OC(C)(C)C)=O)C)O1)F